CC1=CC=CC=C1N=C=S O-tolyl isothiocyanate